BrC1=C(CCC(C1)C(F)(F)F)C=O 2-bromo-4-(trifluoromethyl)cyclohex-1-ene-1-carbaldehyde